4-((2R,3S,4S,5R)-3-(6-(difluoromethyl)-2-methoxypyridin-3-yl)-4,5-dimethyl-5-(trifluoromethyl)tetrahydrofuran-2-carboxamido)picolinamide FC(C1=CC=C(C(=N1)OC)[C@H]1[C@@H](O[C@]([C@H]1C)(C(F)(F)F)C)C(=O)NC1=CC(=NC=C1)C(=O)N)F